CC1=CC=C(C(=C1)CC=C)O 4-methyl-6-allyl-phenol